(8-fluoro-6-hydroxy-16-oxo-6,18-bis(trifluoromethyl)-23-oxa-3,4,21-triazatetracyclo[15.3.1.12,5.17,11]tricosa-1(21),2,4,7(22),8,10,12,17,19-nonaen-20-yl)carbamate FC=1C=2C(C3=NN=C(C=4C(=CC(=C(C(CCC=CC(=CC1)C2)=O)N4)C(F)(F)F)NC([O-])=O)O3)(C(F)(F)F)O